COC1=CC=C(C=C1)CS(=O)(=O)NC1=C(C(=C(C=C1F)OC1=NC=CC=C1C1=NC(=NC=C1)N[C@@H]1CNC[C@@](C1)(C)F)F)F 1-(4-methoxyphenyl)-N-(2,3,6-trifluoro-4-((3-(2-(((3S,5S)-5-fluoro-5-methylpiperidin-3-yl)amino)pyrimidin-4-yl)pyridin-2-yl)oxy)phenyl)methanesulfonamide